C(C)(C)(C)[S@](=O)N[C@H](C#C[Si](C)(C)C)C=1C=C(C=C(C1)C(F)(F)F)NC([O-])=O (3-((S)-1-(((S)-tert-butylsulfinyl)amino)-3-(trimethylsilyl)prop-2-yn-1-yl)-5-(trifluoromethyl)phenyl)carbamate